ClC1=C(C=CC=2C(=C(CCOC21)C2=C1CCNC1=CC=C2)C2=CC=C(C=C2)O[C@@H]2CN(CC2)CCCF)O 9-Chloro-5-[4-[(3S)-1-(3-fluoropropyl)pyrrolidin-3-yl]oxyphenyl]-4-indolin-4-yl-2,3-dihydro-1-benzoxepin-8-ol